2-benzyl 1-(tert-butyl) (2S,4R)-4-hydroxypyrrolidine-1,2-dicarboxylate O[C@@H]1C[C@H](N(C1)C(=O)OC(C)(C)C)C(=O)OCC1=CC=CC=C1